FC1=CC(=C(C#N)C=C1)OCCOC 4-fluoro-2-(2-methoxyethoxy)benzonitrile